C[C@]1(C[C@@H]2C(CCC=C2C[C@H]1C)(C)C)C(C)=O |r| 1-((2RS,3RS,8aRS)-2,3,8,8-tetramethyl-1,2,3,4,6,7,8,8a-octahydro-2-naphthalenyl)ethanone